ClC=1N=C(SC1)C=1N=NN(C1)[C@@H]1[C@H]([C@@H](SC2=C(C=CC(=C2)Cl)C#N)O[C@@H]([C@@H]1O)CO)OC 5-Chloro-2-cyanophenyl 3-[4-(4-chlorothiazol-2-yl)-1H-1,2,3-triazol-1-yl]-3-deoxy-2-O-methyl-1-thio-α-D-galactopyranoside